C1(CC1)COC1=CC(=C(C=C1C=1C2=C(C(N(C1)C)=O)NC=C2)NS(=O)(=O)C)C N-[4-(cyclopropylmethoxy)-2-methyl-5-(6-methyl-7-oxo-6,7-dihydro-1H-pyrrolo[2,3-c]pyridin-4-yl)phenyl]methanesulfonamide